3-[(ethanesulfonyl)amino]-4-fluoro-N,N-dimethylpyrrolidine-1-carboxamide C(C)S(=O)(=O)NC1CN(CC1F)C(=O)N(C)C